methyl (S)-4-((3-fluoro-7-((1-hydroxyhexan-3-yl)amino)-5-((methoxycarbonyl)-amino)-1H-pyrazolo[4,3-d]pyrimidin-1-yl)methyl)-3-methoxybenzoate FC1=NN(C2=C1N=C(N=C2N[C@H](CCO)CCC)NC(=O)OC)CC2=C(C=C(C(=O)OC)C=C2)OC